5-Chloro-6-(1-(3-chloropyridin-2-yl)-3-(trifluoromethyl)-1H-pyrazol-5-carboxamido)-N-methylpyrazolo[1,5-a]pyridin-7-carboxamid ClC1=CC=2N(C(=C1NC(=O)C1=CC(=NN1C1=NC=CC=C1Cl)C(F)(F)F)C(=O)NC)N=CC2